BrC=1C(=NC(=NC1)NC1=CC(=C(C=C1OC)N1CCN(CC1)C1CCN(CC1)C(=O)[O-])C=1C=NN(C1)CC)NC=1C(=C2N=CC=NC2=CC1)P(=O)(OC)OC 4-(4-(4-((5-bromo-4-((5-(diMethylphosphono)quinoxalin-6-yl)amino)pyrimidin-2-yl)amino)-5-methoxy-2-(1-ethyl-1H-pyrazol-4-yl)phenyl) Piperazin-1-yl)piperidine-1-carboxylate